N-prop-2-enyloxy-3H-triazole C(C=C)ON1NNC=C1